N-{2,2,2-trifluoroethyl}-2-[[4-[5-(trifluoromethyl)-1,2,4-oxadiazol-3-yl]phenyl]methyl]-4-oxazolecarboxamide FC(CNC(=O)C=1N=C(OC1)CC1=CC=C(C=C1)C1=NOC(=N1)C(F)(F)F)(F)F